COC(C)(C)C=1C=C2C(=CC=NC2=CC1)C(=O)OC methyl 6-(2-methoxypropan-2-yl)quinoline-4-carboxylate